BrC1=C(C=CC(=C1[N+](=O)[O-])F)F 2-bromo-1,4-difluoro-3-nitrobenzene